nitro-4-oxo-1,4-dihydroquinoline-3-carboxylic acid ethyl ester C(C)OC(=O)C1=CN(C2=CC=CC=C2C1=O)[N+](=O)[O-]